C(C)OC(CCSCC(C)C#N)=O 2-cyanopropyl-2-thiomethylacetic acid O-ethyl ester